BrC=1C=NC(=NC1)C=1C=C2CC[C@]3(CN(CC3)C(=O)OC(C)(C)C)NC2=NC1C tert-butyl (2S)-6-(5-bromopyrimidin-2-yl)-7-methyl-3,4-dihydro-1H-spiro[1,8-naphthyridine-2,3'-pyrrolidine]-1'-carboxylate